FCCOCCOC1=CC=C(C=C1)N=NC=1C=C2N=CC=NC2=CC1 6-((4-(2-(2-fluoroethoxy)ethoxy)phenyl)azo)quinoxaline